BrCCCN1CCN(CC1)C1=CC=C(C=C1)F (3-bromopropyl)-4-(4-fluorophenyl)piperazine